3-bromo-5-chloro-6-fluoro-2,4-lutidine BrC=1C(=NC(=C(C1C)Cl)F)C